ClCC1=NC(=NO1)C1=CC=C(C=C1)OC=1SC(=NN1)C 5-(chloromethyl)-3-(4-(5-methyl-1,3,4-thiadiazol-2-yloxy)phenyl)-1,2,4-oxadiazole